N,N-dimethyl-N'-(3-chloro-4-methylphenyl)urea CN(C(=O)NC1=CC(=C(C=C1)C)Cl)C